BrC1=CC=C2C(C(N(C2=C1)C(=O)OC(C)(C)C)=O)(COC)COC tert-butyl 6-bromo-3,3-bis(methoxymethyl)-2-oxoindoline-1-carboxylate